NC=1C=C(C=C2C=C(N=CC12)NC(=O)[C@H]1[C@@H](C1)C#N)C1=C(C=NS1)C |r| (±)-trans-N-(8-amino-6-(4-methylisothiazol-5-yl)isoquinolin-3-yl)-2-cyanocyclopropanecarboxamide